C(C)C1=CC=C(C=C1)S(=O)(=O)[O-].[Na+] sodium para-ethylbenzenesulfonate